N1=CC=CC2=CC(=CC=C12)S(=O)(=O)N1CCC(CC1)C(=O)NC=1C=CC2=C(N=CS2)C1 1-(quinolin-6-ylsulfonyl)-N-(benzo[d]thiazol-5-yl)-piperidine-4-carboxamide